4-(4'-methyl-2,2'-bipyridin-4-yl)butan-1-aminium ruthenium tris(perchlorate) Cl(=O)(=O)(=O)[O-].Cl(=O)(=O)(=O)[O-].Cl(=O)(=O)(=O)[O-].[Ru+2].CC1=CC(=NC=C1)C1=NC=CC(=C1)CCCC[NH3+]